(R)-2-methoxy-3-(1-((4-methyl-7-morpholinopyrido[3,4-d]pyridazin-1-yl)amino)ethyl)benzonitrile COC1=C(C#N)C=CC=C1[C@@H](C)NC1=C2C(=C(N=N1)C)C=NC(=C2)N2CCOCC2